C1CCC2=C(C=3CCCC3C=C12)NC(=O)N=S(=O)(N)C=1SC(=C(C1)C1=CC=CC=C1)C(C)(C)O N'-((1,2,3,5,6,7-hexahydro-s-indacen-4-yl)carbamoyl)-5-(2-hydroxypropan-2-yl)-4-phenylthiophene-2-sulfonimidamide